C(C)OC(=O)C1=C(N=C(N1N)[C@H]1[C@H](C1)F)C1=CC=C(C=C1)CNC(C1=C(C=CC(=C1)F)OC)=O 1-amino-4-(4-((5-fluoro-2-methoxybenzamido)methyl)phenyl)-2-((1S,2S)-2-fluorocyclopropyl)-1H-imidazole-5-carboxylic acid ethyl ester